ClCC(=CC1=C(C=CC=C1)Cl)C1=CC=C(C=C1)Cl 3-chloro-2-(4-chlorophenyl)-1-(2-chlorophenyl)-propene